N-hydroxysulfosuccinimide sodium hydrochloride Cl.[Na].ON1C(C(CC1=O)S(=O)(=O)O)=O